C(=O)(O)CCCCCCCC1C=CC(C(C1)C(=O)O)CCCCCC 5-(7-carboxyheptyl)-2-hexylcyclohex-3-en-1-carboxylic acid